ONC(C)(C(C)(NO)C)C N,N'-dihydroxy-2,3-dimethyl-2,3-butanediamine